C(CCC)N1C(C2=C(C(=C1)C1=NC=C(C=C1OC)C(=O)N1CCN(CC1)C)C=C(N2)C)=O 6-butyl-4-[3-methoxy-5-(4-methylpiperazine-1-carbonyl)-2-pyridinyl]-2-methyl-1H-pyrrolo[2,3-c]pyridin-7-one